C(C1=CC=CC=C1)N(C1CC(C1)C(=O)OC)CC1=CC=CC=C1 methyl 3-(dibenzylamino)-cyclobutane-1-carboxylate